O=C1NC(CCC1N1C(C2=CC=C(C=C2C1)C1CCN(CC1)CC1CCNCC1)=O)=O 4-((4-(2-(2,6-dioxopiperidin-3-yl)-1-oxoisoindolin-5-yl)piperidin-1-yl)methyl)piperidine